C(C)(C)(C)OCC(CCC)OC(C)(C)C 1,2-di-tert-butoxypentane